2-bromo-6-hydroxy-3-(5-methylthiazol-4-yl)inden-1-one BrC=1C(C2=CC(=CC=C2C1C=1N=CSC1C)O)=O